C1C(CC2=CC=CC=C12)C(=O)N1CCC(CC1)C1=CN(C2=CN=CC=C21)C2=C(C(=O)N(C)C(C)C)C=C(C=C2)F 2-(3-(1-(2,3-dihydro-1H-indene-2-carbonyl)piperidin-4-yl)-1H-pyrrolo[2,3-c]pyridin-1-yl)-5-fluoro-N-isopropyl-N-methylbenzamide